NC1=NC=NN2C1=C(C=C2C=2C=C(C(=NC2)OC)C(=O)N[C@@H]2CN(C[C@@H]2F)CC2CCCCC2)C(F)(F)F |r| cis-racemic-5-[4-amino-5-(trifluoromethyl)pyrrolo[2,1-f][1,2,4]triazin-7-yl]-N-[1-(cyclohexylmethyl)-4-fluoropyrrolidin-3-yl]-2-methoxypyridine-3-carboxamide